methyl 4-[5-(2-chloro-5-fluoropyridin-4-yl)-1-{[2-(trimethylsilyl)ethoxy]methyl}pyrazole-3-carbonyl]-4-azaspiro[2.5]octane-7-carboxylate ClC1=NC=C(C(=C1)C1=CC(=NN1COCC[Si](C)(C)C)C(=O)N1C2(CC2)CC(CC1)C(=O)OC)F